oxo-1',2',6,7-tetrahydro-4H-spiro[benzofuran-5,3'-pyrrolo[2,3-b]pyridine]-2-carboxylic acid O=C1C2(C=3C(=NC=CC3)N1)CCC1=C(C=C(O1)C(=O)O)C2